FC=1C(=C(C=CC1F)[C@H]1[C@@H](S[C@](C1)(C(F)(F)F)C)C(=O)NC=1C=C(C=CC1)NS(=O)(=O)[O-])OC 3-((2R,3S,5R)-3-(3,4-difluoro-2-methoxyphenyl)-5-methyl-5-(trifluoromethyl)tetrahydrothiophene-2-carboxamido)phenylaminosulfonate